C(#N)C1=C(C=C(C=C1)C(C)N1C[C@@H](N(C[C@H]1C)C(=O)OC(C)(C)C)C)OCCOC tert-butyl (2S,5R)-4-(1-(4-cyano-3-(2-methoxyethoxy)phenyl) ethyl)-2,5-dimethylpiperazine-1-carboxylate